pentyl-3-methylimidazole C(CCCC)C1=NC=CN1C